3-amino-N-(4-anilinophenyl)-N-isopropylbutanamide NC(CC(=O)N(C(C)C)C1=CC=C(C=C1)NC1=CC=CC=C1)C